4-((5-chloro-4-((4-hydroxy-cyclohexyl)methoxy)pyrimidin-2-yl)amino)-3-methyl-1H-pyrazol ClC=1C(=NC(=NC1)NC=1C(=NNC1)C)OCC1CCC(CC1)O